N-ethyl-2-isopropyl-5-methyl-cyclohexaneformamide C(C)NC(=O)C1C(CCC(C1)C)C(C)C